(S)-N-(azetidin-3-ylmethyl)-N-(3-chloro-4-fluorophenyl)-1-(6-methyl-4-(trifluoromethyl)pyridin-2-yl)pyrrolidine-2-carboxamide N1CC(C1)CN(C(=O)[C@H]1N(CCC1)C1=NC(=CC(=C1)C(F)(F)F)C)C1=CC(=C(C=C1)F)Cl